4-methylenedioxy-N-methyl-alpha-ethylphenylethylamine C1OC2=CC=C(C=C2O1)CC(CC)NC